ClC=1C(=C(C=CC1)[C@@H](CO)NC(CN(C(CN1N=C(C2=CC(=CC=C12)[N+](=O)[O-])C(=O)N)=O)C1CC1)=O)F (S)-1-(2-((2-((1-(3-chloro-2-fluorophenyl)-2-hydroxyethyl)amino)-2-oxoethyl)(cyclopropyl)amino)-2-oxoethyl)-5-nitro-1H-indazole-3-carboxamide